pyrazino[2,3-c][1,8]naphthyridine-3-carboxylate N1=CC(=NC=2C=NC=3N=CC=CC3C21)C(=O)[O-]